BrC1=C(C(=O)NNC(CCCN(C(OC(C)(C)C)=O)C2CCC(CC2)(F)F)=O)C=C(C=C1)C tert-Butyl (4-(2-(2-bromo-5-methylbenzoyl)hydrazineyl)-4-oxobutyl)(4,4-difluorocyclohexyl)carbamate